FC(C=1C(=C(C=CC1)[C@@H](C)NC=1C=2C(N=C(N1)C)=C(C(N(C2)N2CCOCC2)=O)C=2C=NN1C2COCC1)F)F (R)-4-((1-(3-(difluoromethyl)-2-fluorophenyl)ethyl)amino)-8-(6,7-dihydro-4H-pyrazolo[5,1-c][1,4]oxazin-3-yl)-2-methyl-6-morpholinylpyrido[4,3-d]pyrimidin-7(6H)-one